C(=O)(O)C1=CC=NC2=CC=C(C=C12)C1CCOCC1 4-carboxy-6-(tetrahydro-2H-pyran-4-yl)quinolin